FC1=CC=C(CN(S(=O)(=O)C2=CC=C(C=C2)NC(=O)NCC2=CC=NC=C2)CC2=CC=C(C=C2)C)C=C1 N-(4-fluorobenzyl)-N-(4-methylbenzyl)-4-(3-(pyridin-4-ylmethyl)ureido)benzenesulfonamide